6-bromo-3-chloro-N-(1-methyl-4-piperidinyl)-1-benzothiophene-2-carboxamide BrC1=CC2=C(C(=C(S2)C(=O)NC2CCN(CC2)C)Cl)C=C1